FC(C=1C(=C(C=CC1)[C@@H](C)NC=1C2=C(N=C(N1)C)C=NC(=C2)N2CCNCC2)F)F 4-[4-({(1R)-1-[3-(difluoromethyl)-2-fluorophenyl]ethyl}amino)-2-methylpyrido[3,4-d]pyrimidin-6-yl]piperazin